S1(CCC=CC1)(=O)=O 3,6-dihydro-2H-thiopyran 1,1-dioxide